FC=1C(=NC=C(C1)F)CNC(=O)C1=CN=C(S1)N1CCC(CC1)N1C[C@H](CCC1)COC N-[(3,5-difluoropyridin-2-yl)methyl]-2-[(3S)-3-(methoxymethyl)[1,4'-bipiperidin]-1'-yl]-1,3-thiazole-5-carboxamide